C(#N)C1=C(C=C(C=C1)C)[C@H]1C[C@H](C1)NC(=O)C=1C=NN(C1)[C@@H](C)C=1C=NC(=C(C1C)C)N1C([C@@H]2C[C@@H]2C1)=O |o1:21| N-((cis)-3-(2-cyano-5-methylphenyl)cyclobutyl)-1-((S or R)-1-(4,5-dimethyl-6-((1R,5S)-2-oxo-3-azabicyclo[3.1.0]hexan-3-yl)pyridin-3-yl)ethyl)-1H-pyrazole-4-carboxamide